(S)-3-((6'-chloro-5-(4-methylpiperazin-1-yl)-[2,3'-bipyridin]-4'-yl)amino)butan-1-ol ClC1=CC(=C(C=N1)C1=NC=C(C=C1)N1CCN(CC1)C)N[C@H](CCO)C